diphenyl(β-cyanoethyl)phosphine C1(=CC=CC=C1)P(CCC#N)C1=CC=CC=C1